(1-Methyl-2-nitro-1H-imidazol-5-yl)methyl (4-methoxy-2-methylphenyl)(1-(4-methoxycyclohexyl)-3-methyl-2-oxo-2,3-dihydro-1H-imidazo[4,5-c]pyridin-6-yl)carbamate COC1=CC(=C(C=C1)N(C(OCC1=CN=C(N1C)[N+](=O)[O-])=O)C1=CC2=C(C=N1)N(C(N2C2CCC(CC2)OC)=O)C)C